4-(6-phenylthieno[2,3-d]pyrimidin-4-yl)piperidin C1(=CC=CC=C1)C1=CC2=C(N=CN=C2C2CCNCC2)S1